tert-butyl O-benzyl-N-methyl-N-((perfluorophenyl)sulfonyl)-L-serinate C(C1=CC=CC=C1)OC[C@H](N(S(=O)(=O)C1=C(C(=C(C(=C1F)F)F)F)F)C)C(=O)OC(C)(C)C